5-hydroxyquinoline N-oxide OC1=C2C=CC=[N+](C2=CC=C1)[O-]